C(C)C(CNC(CN1C(C(=CC=C1)NC([C@H](CCC(C(=O)NC)=O)NC(=O)C1CCN(CC1)C)=O)=O)=O)CC (S)-N1-(1-(2-(2-ethylbutylamino)-2-oxoethyl)-2-oxo-1,2-dihydropyridin-3-yl)-N6-methyl-2-(1-methylpiperidine-4-carboxamido)-5-oxohexanediamide